N-(4-(8-amino-3-(4-(2-morpholinoacetamido)bicyclo[2.2.1]heptan-1-yl)imidazo[1,5-a]pyrazin-1-yl)benzyl)-5-fluoro-2-methoxybenzamide NC=1C=2N(C=CN1)C(=NC2C2=CC=C(CNC(C1=C(C=CC(=C1)F)OC)=O)C=C2)C21CCC(CC2)(C1)NC(CN1CCOCC1)=O